CN(C(CCCCCCCC)=O)C dimethyl-pelargylamine